3,6-diethyl-3,6,9-trimethyl-9-n-propyl-1,2,4,5,7,8-hexoxonane C(C)C1(OOC(OOC(OO1)(C)CC)(CCC)C)C